NC1=C(C(=O)NC23CCC(CC2)(CC3)O)C=C(C=N1)C=1C=C3C=NN(C3=CC1)C1CCOCC1 2-amino-N-(4-hydroxybicyclo[2.2.2]oct-1-yl)-5-(1-(tetrahydro-2H-pyran-4-yl)-1H-indazole-5-yl)nicotinamide